2-(tert-butyl)cyclohexyl ethyl carbonate C(OC1C(CCCC1)C(C)(C)C)(OCC)=O